N-hydroxyethyl-N'-hydroxyethyl-piperazine OCCN1CCN(CC1)CCO